methyl 7-hydroxy-2-(1-methyl-2-oxabicyclo[2.2.1]heptan-4-yl)imidazo[1,2-a]pyridine-6-carboxylate OC1=CC=2N(C=C1C(=O)OC)C=C(N2)C21COC(CC2)(C1)C